C(C)OC(=O)C=1C(NC2=C(C(=C(C=C2C1O)Cl)Br)F)=O 7-bromo-6-chloro-8-fluoro-4-hydroxy-2-oxo-1,2-dihydroquinoline-3-carboxylic acid ethyl ester